The molecule is a member of the class of furans that is furan substituted by an octyl group at position 2. It has a role as a metabolite. It derives from a hydride of a furan. CCCCCCCCC1=CC=CO1